N1C(=CC=2C=NC=CC21)CNC(=O)[C@H]2N(C[C@@H](C2)COC)C(CNC(C2=CC(=CC=C2)OC2=C(C=C(C=C2)C)F)=O)=O |o1:16| (2S,4R*)-N-((1H-pyrrolo[3,2-c]pyridin-2-yl)methyl)-1-((3-(2-fluoro-4-methylphenoxy)benzoyl)glycyl)-4-(methoxymethyl)pyrrolidine-2-carboxamide